ClC=1C2=C(N=CN1)N(C=C2)[C@H]2C=C(C(C2)=O)C (R)-4-(4-chloro-7H-pyrrolo[2,3-d]pyrimidin-7-yl)-2-methylcyclopent-2-enone